FC(C1(CC1)CNC(C1=CN=CC(=C1N1C[C@]2(CCCN2)CC1)C1=CC(=CC(=C1)F)F)=O)(F)F N-[1-(trifluoromethyl)cyclopropyl]methyl-4-{(S)-1,7-diaza-7-spiro[4.4]nonyl}-5-(3,5-difluorophenyl)nicotinamide